octane-2,6-dicarboxylic acid 6-((9H-fluoren-9-yl) methyl) 2-tert-butyl ester C(C)(C)(C)OC(=O)C(C)CCCC(CC)C(=O)OCC1C2=CC=CC=C2C=2C=CC=CC12